[Cl-].[Cl-].C1(C=CC=C1)[Zr+2]C1=CC=C(C=2C3=CC=CC=C3CC12)OC (cyclopentadienyl)(4-methoxyfluorenyl)zirconium dichloride